prop-2-en-1-yl 3-(5-[(5-chlorothiophen-2-yl)methyl]amino-1-(1,3-thiazole-4-carbonyl)-1H-pyrazol-3-yl)pyrrolidine-1-carboxylate ClC1=CC=C(S1)CNC1=CC(=NN1C(=O)C=1N=CSC1)C1CN(CC1)C(=O)OCC=C